CO[C@@H]1[C@H](CCC1)NC1C(CCCC1)OC=1C=C2CN(C(C2=CC1)=O)C1C(NC(CC1)=O)=O 3-(5-((2-(((1S,2S)-2-methoxycyclopentyl)amino)cyclohexyl)oxy)-1-oxoisoindolin-2-yl)piperidine-2,6-dione